(E)-4-octenal C(CC\C=C\CCC)=O